FC=1C(=C(C=C(C1)OC)O)C=1C=2N(C(=NN1)N[C@H]1CN(CCC1)C)C=CC2 3-fluoro-5-methoxy-2-(4-{[(3R)-1-methylpiperidin-3-yl]amino}pyrrolo[1,2-d][1,2,4]triazin-1-yl)phenol